(2S,4R)-1-tert-Butyl 2-((6-bromopyridin-2-yl)carbamoyl)-4-fluoropyrrolidine-1-carboxylate BrC1=CC=CC(=N1)NC(=O)[C@H]1N(C[C@@H](C1)F)C(=O)OC(C)(C)C